diphenyl-(1-(1-p-toluenesulfonyl-1H-indolyl)pentyl)phosphine oxide C1(=CC=CC=C1)P(C(CCCC)C=1N(C2=CC=CC=C2C1)S(=O)(=O)C1=CC=C(C)C=C1)(C1=CC=CC=C1)=O